O=C1N(CC2=CC(=CC=C12)N1C(N([C@@H](C1)C(F)(F)F)C1=CC=CC=C1)=O)C1C(NC(CC1)=O)=O 3-(1-oxo-5-((S)-2-oxo-3-phenyl-4-(trifluoromethyl)imidazolidin-1-yl)isoindolin-2-yl)piperidine-2,6-dione